ClC1=CC(=C2C(=N1)N=C(O2)S)F 5-chloro-7-fluoro-oxazolo[4,5-b]pyridine-2-thiol